7-Chloro-18-fluoro-10,14-dimethyl-3,8,10,14,21,25,31-heptaazahexacyclo[18.6.2.216,19.12,5.04,9.024,28]Hentriaconta-1(27),2,4,6,8,16,18,20(28),21,23,29-Undecaene-15,26-dione ClC1=CC2=C3N=C(C=4C(NC5=CC=NC(C6=C(C=C(C(N(CCCN(C3=N1)C)C)=O)C=C6)F)=C5C4)=O)N2